(2-{[(3-chloro-4-hydroxyphenyl)carbamoyl]amino}-1,3-benzothiazol-6-yl)methanesulfonamide ClC=1C=C(C=CC1O)NC(=O)NC=1SC2=C(N1)C=CC(=C2)CS(=O)(=O)N